4-methoxy-2-methyl-8H-pyrido[2,3-d]Pyrimidine COC=1C2=C(N=C(N1)C)NCC=C2